FC=1C=C(C=CC1F)C(O)C1=CC(=C(C=C1)F)F di(3,4-difluorophenyl)methanol